1-((2R,3R,4R,5R)-5-((bis(4-methoxyphenyl)(phenyl)methoxy)methyl)-4-hydroxy-3-(2-methoxyethoxy)tetrahydrofuran-2-yl)-5-methylpyrimidine-2,4(1H,3H)-dione COC1=CC=C(C=C1)C(OC[C@@H]1[C@H]([C@H]([C@@H](O1)N1C(NC(C(=C1)C)=O)=O)OCCOC)O)(C1=CC=CC=C1)C1=CC=C(C=C1)OC